C1(CC1)OC1=C(C=C(C=C1)C1=C(C=C(C=C1)F)F)NC1=NC=NC2=CC(=C(C=C12)OC1CCN(CC1)C(C=C)=O)OC 1-(4-((4-((4-cyclopropoxy-2',4'-difluoro-[1,1'-biphenyl]-3-yl)amino)-7-methoxyquinazoline-6-yl)oxy)piperidin-1-yl)prop-2-en-1-one